7-(2-thiomorpholinopyrimidine-5-yl)-2-(1-(2,2,2-Trifluoroethyl)piperidine-4-yl)benzo[d][1,3]dioxole-5-carboxamide S1CCN(CC1)C1=NC=C(C=N1)C1=CC(=CC2=C1OC(O2)C2CCN(CC2)CC(F)(F)F)C(=O)N